tert-butyl (2S)-2-allylpyrrolidine-1-carboxylate C(C=C)[C@H]1N(CCC1)C(=O)OC(C)(C)C